C1(=CC=CC=C1)I(C1=CC=CC=C1)Cl diphenyliodoChloride